OC1=CC=C(C=C1)C(CCC(=O)N1[C@@H](CN(CC1)C(=O)OC(C)(C)C)C(=O)O)(C)C1=CC=C(C=C1)O (S)-1-(4,4-bis(4-hydroxyphenyl)pentanoyl)-4-(tert-butoxycarbonyl)piperazine-2-carboxylic acid